[1,2,5]Oxadiazolo[3,4-b]pyrazine-5,6-diamine N=1ON=C2C1N=C(C(=N2)N)N